COC(C1=C(C(=CC=C1)Cl)SC)=O chloro-2-(methylthio)-benzoic acid methyl ester